lignoceryl nervonate C(CCCCCCCCCCCCC\C=C/CCCCCCCC)(=O)OCCCCCCCCCCCCCCCCCCCCCCCC